4-(1-(1-(5,7-difluoroquinolin-6-yl)ethyl)-1H-imidazo[4,5-b]pyrazin-6-yl)-2-fluoro-N-methylbenzamide FC1=C2C=CC=NC2=CC(=C1C(C)N1C=NC=2C1=NC(=CN2)C2=CC(=C(C(=O)NC)C=C2)F)F